FC1(CC(C1)NCC=1C=CC2=C(CC3(CCN(CC3)C)O2)C1)F 3,3-difluoro-N-((1'-methyl-3H-spiro[benzofuran-2,4'-piperidin]-5-yl)methyl)cyclobutan-1-amine